O=C1NC(CCC1N1C(C2=CC=CC(=C2C1=O)OCCCC(=O)NCCCCCCCC(=O)OC(C)(C)C)=O)=O tert-butyl 8-(4-((2-(2,6-dioxopiperidin-3-yl)-1,3-dioxoisoindolin-4-yl)oxy)butanamido)octanoate